CC=1C(C(=C(C(C1C)=O)C#N)C#N)=O 2,3-dimethyl-5,6-dicyanobenzoquinone